CC(C)C1=NNC(=C1)C(=O)N1CC2(CC(C2)OC=2C=NC=CC2C(F)(F)F)CCC1 6-[3-(propan-2-yl)-1H-pyrazole-5-carbonyl]-2-{[4-(trifluoromethyl)pyridin-3-yl]oxy}-6-azaspiro[3.5]nonane